ClC1=CSC=2C1=NC(=CC2NCC=2SC=CC2)Cl 3,5-dichloro-7-{[(thiophen-2-yl)methyl]amino}thieno[3,2-b]pyridin